C(#N)C=1C=C(OCCO[C@@H]2CN(CC2)C(=O)OC(C)(C)C)C=CC1 (S)-Tert-butyl 3-(2-(3-cyanophenoxy)ethoxy)pyrrolidine-1-carboxylate